FC1=C(C(=C(C(=C1F)O)F)F)S(=O)(=O)[O-].[Na+] sodium 2,3,5,6-tetrafluoro-4-hydroxy-benzenesulfonate